N-(4-((S)-2,2-difluoro-1-(methylamino)ethyl)phenyl)-2-methyl-7-((R)-2,2,2-trifluoro-1-methoxyethyl)thiazolo[5,4-b]pyridin-6-amine FC([C@@H](NC)C1=CC=C(C=C1)NC=1C(=C2C(=NC1)SC(=N2)C)[C@H](C(F)(F)F)OC)F